1-{5-[(2R)-4-[2-chloro-4-(trifluoromethyl)benzoyl]-2-ethylpiperazin-1-yl]-2'-ethoxy-[2,3'-bipyridin]-6-yl}methylamine ClC1=C(C(=O)N2C[C@H](N(CC2)C=2C=CC(=NC2CN)C=2C(=NC=CC2)OCC)CC)C=CC(=C1)C(F)(F)F